(2S)-2'-chloro-2-methyl-1-((1-methyl-1H-pyrazol-4-yl)methyl)-5a',6',7',8',9',9a'-hexahydrospiro[piperidine-4,4'-thieno[2,3-c]chromene] ClC1=CC2=C(C3(OC4CCCCC24)C[C@@H](N(CC3)CC=3C=NN(C3)C)C)S1